C(C)C=1C=C(C=CC1)C1=CC(=CC=C1)CC 3,3'-diethyl-biphenyl